N[C@H]1CS(C2=C(N(C1=O)CC1=CC=C(C=C1)Cl)C=C(C(=C2)F)C=2OC(=NN2)N2CC1COCC(C2)C1(F)F)(=O)=O (3R)-3-amino-5-[(4-chlorophenyl)methyl]-7-[5-(9,9-difluoro-3-oxa-7-azabicyclo[3.3.1]nonan-7-yl)-1,3,4-oxadiazol-2-yl]-8-fluoro-1,1-dioxo-2,3-dihydro-1lambda6,5-benzothiazepin-4-one